C[Si](C)(C1=C(C(=C(C(=C1F)F)F)F)F)OC(=CCC2=CC=CC=C2)C3=CC=CC=C3 1,3-diphenyl-1-propenyloxy(dimethyl)(pentafluorophenyl)silane